C(#N)N1C[C@H](CC1)C(=O)NC1=NN(C(=C1)C=1C=C(C=CC1)C)C (S)-1-cyano-N-(1-methyl-5-(m-tolyl)-1H-pyrazol-3-yl)pyrrolidine-3-carboxamide